(E)-9-ethyl-3-(2-(quinoline-4-yl)vinyl)-9H-carbazole C(C)N1C2=CC=CC=C2C=2C=C(C=CC12)\C=C\C1=CC=NC2=CC=CC=C12